(4-nitrobenzyl)-6-thioinosine [N+](=O)([O-])C1=CC=C(C[C@@]2([C@H](O)[C@H](O)[C@@H](CO)O2)N2C=NC=3C(S)=NC=NC23)C=C1